ClC=1C=CC2=C(C(C[C@@H](O2)C(=O)NC23CC(C2)(C3)N3N=CC(=C3)O[C@H]3C[C@@H](CC3)OC(F)(F)F)=O)C1 |&1:24,26| (2R)-6-chloro-4-oxo-N-[3-(4-{[(1RS,3RS)-3-(trifluoromethoxy)cyclopentyl]oxy}-1H-pyrazol-1-yl)bicyclo[1.1.1]pentan-1-yl]-3,4-dihydro-2H-1-benzopyran-2-carboxamide